OC1=C(C(CC=2CCNC12)=O)NC(N[C@@H](CC(=O)O)C=1C=C(C=C(C1)OC)C1=CC=CC=C1)=O (S)-3-(3-(7-hydroxy-5-oxo-1,2,3,5-tetrahydroindol-6-yl)ureido)-3-(5-methoxybiphenyl-3-yl)propionic acid